3,9-dihydroxydodecenoic acid ethyl ester C(C)OC(C=C(CCCCCC(CCC)O)O)=O